2-(6-methoxynaphthalen-2-yl)propionic acid-4-vinylbenzyl ester C(=C)C1=CC=C(COC(C(C)C2=CC3=CC=C(C=C3C=C2)OC)=O)C=C1